C1(CCCC1)OCC1=CC=CC(=N1)CN (6-((cyclopentyloxy)methyl)pyridin-2-yl)methanamine